methyl 1-[[3-(3,8-diazabicyclo[3.2.1]octan-8-yl)phenyl]methyl]piperidine-4-carboxylate C12CNCC(CC1)N2C=2C=C(C=CC2)CN2CCC(CC2)C(=O)OC